(E)-1-(4-(4-(2-amino-4-(difluoromethyl)pyrimidin-5-yl)-6-morpholino-1,3,5-triazin-2-yl)piperazin-1-yl)dec-8-ene-1,7-dione NC1=NC=C(C(=N1)C(F)F)C1=NC(=NC(=N1)N1CCOCC1)N1CCN(CC1)C(CCCCCC(\C=C\C)=O)=O